5-(1-(Piperidin-4-yl)-1H-pyrazol-4-yl)quinoline N1CCC(CC1)N1N=CC(=C1)C1=C2C=CC=NC2=CC=C1